[N+](=O)([O-])C1=CC=C(C=C1)CCC(=O)N1CCCC1 3-(4-Nitrophenyl)-1-pyrrolidin-1-yl-propan-1-one